BrC1=CC=C(C=C1)[C@@H]1[C@@H]2CN(C[C@@H]([C@@H](CN2[C@@H]1COC(C1=CC=CC=C1)(C1=CC=CC=C1)C1=CC=CC=C1)O)O)C(=O)NC1=CC=C(C=C1)OC (3R,4S,8R,9R,10S)-9-(4-bromophenyl)-3,4-dihydroxy-N-(4-methoxyphenyl)-10-(trityloxymethyl)-1,6-diazabicyclo[6.2.0]decane-6-carboxamide